C1(CC1)C1=C(SC=2CN(CC21)C2=NOC(C2)(C(F)(F)F)C2=CC(=C(C(=C2)Cl)F)Cl)C(N)=S cyclopropyl-5-(5-(3,5-dichloro-4-fluorophenyl)-5-(trifluoromethyl)-4,5-dihydroisoxazol-3-yl)-5,6-dihydro-4H-thieno[2,3-c]pyrrole-2-carbothioamide